Cl.CC1(NC[C@H](C1)C)C (4S)-2,2,4-trimethylpyrrolidine hydrochloride salt